CC1=C(C=CC=C1)N1NC(CC1)=O N-(2-methylphenyl)-3-pyrazolidinone